3-(5-(((4,6-dimethoxypyrimidin-2-yl)amino)methyl)-1-oxoisoindolin-2-yl)piperidine-2,6-dione COC1=NC(=NC(=C1)OC)NCC=1C=C2CN(C(C2=CC1)=O)C1C(NC(CC1)=O)=O